N-[2-(phenylsulfonyloxy)phenyl]-N'-[3-(p-ethylbenzenesulfonyloxy)phenyl]urea C1(=CC=CC=C1)S(=O)(=O)OC1=C(C=CC=C1)NC(=O)NC1=CC(=CC=C1)OS(=O)(=O)C1=CC=C(C=C1)CC